(2R,3R,4S,5R)-2-(6-chloro-4-(isopropoxyamino)-1H-pyrazolo[3,4-d]pyrimidin-1-yl)-5-(hydroxymethyl)tetrahydrofuran-3,4-diol ClC1=NC(=C2C(=N1)N(N=C2)[C@@H]2O[C@@H]([C@H]([C@H]2O)O)CO)NOC(C)C